3-methyl-3-(4-sulfobutyl)-3H-indol-1-ium-5-sulfonate CC1(C=[NH+]C2=CC=C(C=C12)S(=O)(=O)[O-])CCCCS(=O)(=O)O